3-triethoxysilyl-1-propylbenzenethiosulfonate C(C)O[Si](C=1CC(C=CC1)(S(=O)([O-])=S)CCC)(OCC)OCC